(R)-1-(5-chloropyridin-2-yl)-N-((1R,2R)-1-(2,3-dihydrobenzo[b][1,4]dioxin-6-yl)-1-hydroxy-3-(pyrrolidin-1-yl)propan-2-yl)pyrrolidine-3-carboxamide ClC=1C=CC(=NC1)N1C[C@@H](CC1)C(=O)N[C@@H]([C@H](O)C1=CC2=C(OCCO2)C=C1)CN1CCCC1